BrC1=C(C=C(C(=C1)[N+](=O)[O-])OC1CCCC1)Cl 1-bromo-2-chloro-4-(cyclopentyloxy)-5-nitrobenzene